ClC=1C(=NC(=NC1)NC1=C(C=C(C(=O)N2CCN(CC2)CCOCCOCCN2CCN(CC2)C=2C=C3C(N(C(C3=CC2)=O)C2C(NC(CC2)=O)=O)=O)C=C1)OC)NC 5-(4-(2-(2-(2-(4-(4-((5-chloro-4-(methylamino)pyrimidin-2-yl)amino)-3-methoxybenzoyl)piperazin-1-yl)ethoxy)ethoxy)ethyl)piperazin-1-yl)-2-(2,6-dioxopiperidin-3-yl)isoindoline-1,3-dione